7-acetyl-N-methyl-1-(1-methyl-3-(1-methyl-1H-pyrazol-4-yl)-1H-indazol-5-yl)-5,6,7,8-tetrahydroimidazo[1,5-a]pyrazine-3-carboxamide C(C)(=O)N1CC=2N(CC1)C(=NC2C=2C=C1C(=NN(C1=CC2)C)C=2C=NN(C2)C)C(=O)NC